5-chloro-2-methyl-N-((1r,4r)-4-((2-oxo-3-(3-(trifluoromethyl)pyridin-4-yl)-2,3-dihydro-1H-benzo[d]imidazol-1-yl)methyl)cyclohexyl)nicotinamide ClC=1C=NC(=C(C(=O)NC2CCC(CC2)CN2C(N(C3=C2C=CC=C3)C3=C(C=NC=C3)C(F)(F)F)=O)C1)C